iron (III) (ethyl phosphonate) C(C)P([O-])([O-])=O.[Fe+3].C(C)P([O-])([O-])=O.C(C)P([O-])([O-])=O.[Fe+3]